(R)-tert-butyl 3-((7-(8-chloronaphthalen-1-yl)-8-fluoro-2-(((2R,7aS)-2-hydroxyhexahydro-1H-pyrrolizin-7a-yl)methoxy)pyrido[4,3-d]pyrimidin-4-yl)(methyl)amino)pyrrolidine-1-carboxylate ClC=1C=CC=C2C=CC=C(C12)C1=C(C=2N=C(N=C(C2C=N1)N([C@H]1CN(CC1)C(=O)OC(C)(C)C)C)OC[C@]12CCCN2C[C@@H](C1)O)F